BrC1=C(COC2=NOC(=C2)C(C(=O)OCC2=C(C=CC=C2)Br)C(C)C)C=CC=C1 2-bromobenzyl 2-(3-((2-bromobenzyl)oxy)isoxazol-5-yl)-3-methylbutanoate